N-(2-nitrophenyl)pyridin-2-amine [N+](=O)([O-])C1=C(C=CC=C1)NC1=NC=CC=C1